O[C@@H](C(C)=O)[C@@H]([C@@H]([C@H](CO)O)O)O (3R,4R,5R,6S)-3,4,5,6,7-pentahydroxyheptanone